4-[5-(1-ethyl-3-methyl-1H-pyrazol-5-yl)-4H-1,2,4-triazol-3-yl]-1-{3-[(2S)-2-methylmorpholin-4-yl]propyl}-1H-indazole-6-carboxamide C(C)N1N=C(C=C1C=1NC(=NN1)C1=C2C=NN(C2=CC(=C1)C(=O)N)CCCN1C[C@@H](OCC1)C)C